C[Se]CCC(C(=O)O)N L(+)-selenomethionine